C(C=C)(=O)O.C(C=C)(=O)O.OC1=CC=C(C=C1)C(C)(C)C1=CC=C(C=C1)O Bisphenol A Di-acrylate